N-(2,3,5,6-Tetrafluoro-3'-(trifluoromethoxy)-[1,1'-biphenyl]-4-yl)-2-(2H-tetrazol-5-yl)cyclopent-1-ene-1-carboxamide FC1=C(C(=C(C(=C1F)NC(=O)C1=C(CCC1)C=1N=NNN1)F)F)C1=CC(=CC=C1)OC(F)(F)F